4-(2-hydroxyethyl)pyrrolidine-1-carboxylate OCCC1CCN(C1)C(=O)[O-]